OC1(C(C=CC=C1)O)S(=O)(=O)N 1-hydroxy-oxa-2-methylbenzenesulfonamide